4-hydroxy-N-[[4-(4-methyl-1,3-thiazol-yl)phenyl]methyl]pyrrolidine-2-carboxamide acetate C(C)(=O)O.OC1CC(NC1)C(=O)NCC1=CC=C(C=C1)C=1SC=C(N1)C